1-(decyloxy)-N,N-dimethylhenicosa-12,15-dien-2-amine C(CCCCCCCCC)OCC(CCCCCCCCCC=CCC=CCCCCC)N(C)C